5-(1-ethoxyvinyl)-3-methylpyridinenitrile C(C)OC(=C)C=1C=C(C(=NC1)C#N)C